ClC1=CC(=NC2=CC=CC=C12)C=1C=C2C=CC=NC2=CC1 4-chloro-2,6'-biquinoline